(1R,2S,3S,6R)-4-(3-(4-ethylbenzyl)phenyl)-6-(hydroxymethyl)cyclohex-4-ene-1,2,3-triol C(C)C1=CC=C(CC=2C=C(C=CC2)C=2[C@@H]([C@H]([C@@H]([C@H](C2)CO)O)O)O)C=C1